O(C1=CC=CC=C1)CC1OC1 2-(phenoxymethyl)-oxirane